FC(CC=[N+]=[N-])(F)F 2-trifluoromethyldiazoethane